6-aza-2-oxaadamantane C12OC3CC(NC(C1)C3)C2